CN(CCN1C(=CN2C1=NC(=C(C2=O)C=2C=NN(C2)CCC(F)(F)F)C(F)(F)F)C)C 1-[2-(dimethylamino)ethyl]-2-methyl-7-(trifluoromethyl)-6-[1-(3,3,3-trifluoropropyl)-1H-pyrazol-4-yl]-1H,5H-imidazo[1,2-a]pyrimidin-5-one